O1CCN(CC1)C=1OC2=C(N1)C=C(C=C2)N2CCC(=CC2)C2=CN(C1=CC=CC=C21)S(=O)(=O)C2=CC=C(C)C=C2 2-morpholino-5-(4-(1-tosyl-1H-indol-3-yl)-3,6-dihydropyridin-1(2H)-yl)benzo[d]oxazole